ClC1=NC=C(C(=C1)C1=C(C=NC(=C1)C)C(=O)NC=1SC2=C(N1)C=CC(=C2)S(N(C)C)(=O)=O)OC 2'-chloro-N-[6-(dimethylsulfamoyl)-1,3-benzothiazol-2-yl]-5'-methoxy-6-methyl-[4,4'-bipyridine]-3-carboxamide